C(C=C)(=O)N1C[C@@](CC1)(C1=C(C=CC=C1Cl)C)NC=1C=C2C(N(C=NC2=CC1)C)=O 6-[(R)-1-acryloyl-3-(3-chloro-2-tolyl)-3-pyrrolidinylamino]-3-methyl-4(3H)-quinazolinone